C1(=CC(=CC=C1)NC(CCC(=O)O)=O)C N-m-Tolyl-succinamic acid